O1[C@H](COCC1)CN1N=C2C3=C(CC(C2=C1)(C)C)OC(=C3C(F)(F)F)C(=O)NC[C@H]3OCCC3 2-{[(2S)-1,4-Dioxan-2-yl]methyl}-4,4-dimethyl-N-{[(2S)-oxolan-2-yl]methyl}-8-(trifluoromethyl)-4,5-dihydro-2H-furo[2,3-g]indazol-7-carboxamid